C12(CC3CC(CC(C1)C3)C2)C2=NC(=CC=C2)C2OCCO2 2-(adamantan-1-yl)-6-(1,3-dioxolan-2-yl)pyridine